6-(4-fluorophenyl)-4-hydroxy-1-(2-(1-methylpiperidin-4-yl)ethyl)-2-oxo-N-(spiro[2.3]hexan-5-yl)-1,2-dihydro-1,8-naphthyridine-3-carboxamide FC1=CC=C(C=C1)C=1C=C2C(=C(C(N(C2=NC1)CCC1CCN(CC1)C)=O)C(=O)NC1CC2(CC2)C1)O